C(C)SC1=NC(=CC(=C1C(=O)NCC1=CC(=C(C=C1)OC)F)C)N1CCOCC1 2-Ethylsulfanyl-N-[(3-fluoro-4-methoxy-phenyl)-methyl]-4-methyl-6-morpholin-4-yl-pyridine-3-carboxylic acid amide